C[C@H]([C@@H](C(=O)O)NC(=O)CCCCCCSSCCS(=O)(=O)O)OP(=O)(O)O The molecule is an organic disulfide and a S-substituted coenzyme M. It derives from an O-phospho-L-threonine. It is a conjugate acid of a CoM-S-S-CoB(4-).